ClC1=CNC2=C(C=CC(=C12)Cl)NS(=O)(=O)C=1C=NN(C1)C1(COC1)C N-(3,4-Dichloro-1H-indol-7-yl)-1-(3-methyloxetan-3-yl)pyrazol-4-sulfonamid